C1(CC1)C1=NNC(=C1)NC([C@@H](C)C=1C=NN(C1)C1=CC(=CC(=C1)OC)F)=O (S)-N-(3-cyclopropyl-1H-pyrazol-5-yl)-2-(1-(3-fluoro-5-methoxyphenyl)-1H-pyrazol-4-yl)propanamide